CC1=NN(C(=C1)C)C1=NC(=C(C(=N1)C)C)C 2-(3,5-dimethylpyrazol-1-yl)-4,5,6-trimethylpyrimidine